2-{1-ethyl-1H-pyrrolo[2,3-b]pyridin-2-yl}-7-methoxy-1-methyl-1H-1,3-benzodiazole-5-carboxylic acid methyl ester COC(=O)C1=CC2=C(N(C(=N2)C2=CC=3C(=NC=CC3)N2CC)C)C(=C1)OC